Cl.BrC1=CC=C(C=C1)NC1=NC2=CC=CC=C2C(=N1)NCCO 2-({2-[(4-bromophenyl)amino]-4-quinazolinyl}amino)ethanol hydrochloride